2-butyl-3-(4-methoxybenzoyl)-5-nitrobenzofuran C(CCC)C=1OC2=C(C1C(C1=CC=C(C=C1)OC)=O)C=C(C=C2)[N+](=O)[O-]